2-(4-trifluoromethylphenyl)-quinazoline FC(C1=CC=C(C=C1)C1=NC2=CC=CC=C2C=N1)(F)F